2-(2,6-dioxopiperidin-3-yl)-5-(8-((1-(2-(4-(1,2-diphenylbut-1-en-1-yl)phenoxy)ethyl)piperidin-4-yl)methyl)-3,8-diazabicyclo[3.2.1]octan-3-yl)-6-fluoroisoindoline-1,3-dione O=C1NC(CCC1N1C(C2=CC(=C(C=C2C1=O)N1CC2CCC(C1)N2CC2CCN(CC2)CCOC2=CC=C(C=C2)C(=C(CC)C2=CC=CC=C2)C2=CC=CC=C2)F)=O)=O